CC(CCC1=CC=C(C=C1)O)CC(CC)C 4-(3,5-Dimethylheptyl)-phenol